C=1(C(=CC=CC1)C(=O)NC1=CC=C(C(=O)N(CC2=CC=CC=C2)C2=CC=C(C(=O)O)C=C2)C=C1)C1=CC=CC=C1 4-(4-([1,1'-biphenyl]-2-carboxamido)-N-benzylbenzamido)benzoic acid